1-(2,2-difluoroethyl)-8-(1-(2,2-difluoroethyl)-1H-pyrazolo[3,4-d]pyrimidin-6-yl)-3-(6-(trifluoromethyl)pyridin-3-yl)-1,3,8-triazaspiro[4.5]decane-2,4-dione FC(CN1C(N(C(C12CCN(CC2)C2=NC=C1C(=N2)N(N=C1)CC(F)F)=O)C=1C=NC(=CC1)C(F)(F)F)=O)F